((((2R,5R)-5-(5-chloro-2,4-dioxo-3,4-dihydropyrimidin-1(2H)-yl)-2,5-dihydrofuran-2-yl)oxy)methyl)phosphonate ClC=1C(NC(N(C1)[C@H]1C=C[C@H](O1)OCP([O-])([O-])=O)=O)=O